Cl.CC1=C(C2=C(N=N1)SC1=C2N=CN=C1NCC=1C=NC(=CC1)C(F)(F)F)C 3,4-dimethyl-N-[[6-(trifluoromethyl)-3-pyridyl]methyl]pyrimido[4',5':4,5]thieno[2,3-c]pyridazin-8-amine hydrochloride